4-(phenylethynyl)benzoic acid C1(=CC=CC=C1)C#CC1=CC=C(C(=O)O)C=C1